(2,6-dipentyl-1,4-phenylen)ether C(CCCC)C1=C2C(=CC(=C1)O2)CCCCC